[F-].C(CCCCCCCCCCC)[NH+](CC)CC N-dodecyldiethylammonium fluoride